2-(2-Chlorophenyl)-1-(4-(5-(7-(1-methyl-1H-pyrazol-4-yl)quinazolin-5-yl)pyridin-2-yl)piperazin-1-yl)ethan-1-one ClC1=C(C=CC=C1)CC(=O)N1CCN(CC1)C1=NC=C(C=C1)C1=C2C=NC=NC2=CC(=C1)C=1C=NN(C1)C